N-((1R,3R)-3-((6,7-dihydrospiro[cyclopenta[d]pyrazolo[1,5-a]pyrimidine-5,1'-cyclopentane]-8-yl)amino)cyclopentyl)acetamide C12(CCCC1)CCC=1C2=NC=2N(C1N[C@H]1C[C@@H](CC1)NC(C)=O)N=CC2